C(C1=CC=CC=C1)OC1CC(C1)(O)C1=CC=C(C=C1)N1CC=2C(=NC=CC2C1=O)C1=C(C=CC=C1)OCC(F)(F)F 2-{4-[3-(benzyloxy)-1-hydroxycyclobutyl]phenyl}-4-[2-(2,2,2-trifluoroethoxy)phenyl]-2,3-dihydro-1H-pyrrolo[3,4-c]pyridin-1-one